BrC=1C=C(C=CC1F)N1CCN(CC1)C(=O)OC(C)(C)C tert-Butyl 4-(3-bromo-4-fluorophenyl)piperazine-1-carboxylate